ClC1=C(C=C(C(=C1CC)Cl)CC)CC 2,4-dichloro-1,3,5-triethylbenzene